methoxymethyl 4-((4-(benzyloxy)-2,3,6-trimethylbenzoyl)oxy)-2,3,5-trimethyl-6-(3,3,3-trifluoropropyl)benzoate C(C1=CC=CC=C1)OC1=C(C(=C(C(=O)OC2=C(C(=C(C(=O)OCOC)C(=C2C)CCC(F)(F)F)C)C)C(=C1)C)C)C